CC1=CC=C(\C=C/2\C(NC(C2)=O)=O)C=C1 (E)-3-(4-methylbenzylidene)pyrrolidine-2,5-dione